C1(CCC1)SC=1C=C(C(=C(C(=O)NCC=2C(NC(=CC2C)C)=O)C1)C)N(C1CCOCC1)CC 5-(Cyclobutylsulfanyl)-N-((4,6-dimethyl-2-oxo-1,2-dihydropyridin-3-yl)methyl)-3-(ethyl-(tetrahydro-2H-pyran-4-yl)amino)-2-methylbenzamide